2-(3-(4-bromophenyl)-6-oxopyridazin-1(6H)-yl)-N-cyclohexylacetamide BrC1=CC=C(C=C1)C1=NN(C(C=C1)=O)CC(=O)NC1CCCCC1